BrC1=CC(=C(C=C1)NC1=C(C2=C(N(C=N2)C)C=C1C(=O)O)F)F 5-((4-bromo-2-fluorophenyl)amino)-4-fluoro-1-methyl-1H-benzo[d]imidazole-6-carboxylic Acid